C(C1=CC=CC=C1)N1CC2(C1)CC(C2)NC(=O)N2[C@H](CN([C@@H](C2)C)C2=NC=C(N=C2)C(F)(F)F)C (2S,5R)-N-{2-benzyl-2-azaspiro[3.3]heptan-6-yl}-2,5-dimethyl-4-[5-(trifluoromethyl)pyrazin-2-yl]piperazine-1-carboxamide